5-(2-fluoro-6-hydroxy-3-(1-isopropyl-1H-imidazol-4-yl)phenyl)-1,2,5-thiadiazolidin-3-one 1,1-dioxide FC1=C(C(=CC=C1C=1N=CN(C1)C(C)C)O)N1CC(NS1(=O)=O)=O